6-[(2S)-2-aminopropyl]-4-{[(furan-2-yl)methyl]amino}-7-methylthieno[3,2-d]pyrimidine-2-carboxamide N[C@H](CC1=C(C=2N=C(N=C(C2S1)NCC=1OC=CC1)C(=O)N)C)C